7-[5-(5-{3,9-diazabicyclo[3.3.1]nonan-3-yl}-1,3,4-thiadiazol-2-yl)-4-[(oxan-4-yl)amino]pyridin-2-yl]pyrrolo[1,2-b]pyridazine-3-carbonitrile C12CN(CC(CCC1)N2)C2=NN=C(S2)C=2C(=CC(=NC2)C2=CC=C1N2N=CC(=C1)C#N)NC1CCOCC1